C(C)(C)(C)OC(=O)N1CCC(CC1)CN1[C@@H]([C@H]([C@@H]([C@H](C1)OCC1=CC=CC=C1)OCC1=CC=CC=C1)OCC1=CC=CC=C1)C 4-(((2r,3r,4r,5s)-3,4,5-tris(benzyloxy)-2-methylpiperidin-1-yl)methyl)piperidine-1-carboxylic acid tert-butyl ester